C(CCCC)C1N(C1)C(C(C(=O)[O-])(N1C(C1)CCCCC)N1C(C1)CCCCC)N1C(C1)CCCCC tetra[2-pentyl-(1-aziridinyl)]propionate